(S)-6-chloro-2,3,4,9-tetrahydro-1H-carbazolecarboxamide ClC=1C=C2C=3CCC[C@@H](C3NC2=CC1)C(=O)N